4-bromo-6-(2-hydroxy-2-methylpropoxy)pyrazolo[1,5-a]pyridin-3-carbonitrile BrC=1C=2N(C=C(C1)OCC(C)(C)O)N=CC2C#N